OCC1=CC=C(O1)C1=NC=2C(C=3C(=NC2)N(CC3)S(=O)(=O)C3=CC=CC=C3)=N1 2-(5-(hydroxymethyl)furan-2-yl)-6-(phenylsulfonyl)imidazo[4,5-d]pyrrolo[2,3-b]pyridin